NC(CNC(=O)C1=NC(=CN=C1)C=1NC2=CC=C(C=C2C1)C)(C)C N-(2-amino-2-methylpropyl)-6-(5-methyl-1H-indol-2-yl)pyrazine-2-carboxamide